1,2-diazacyclohexan N1NCCCC1